C(C)N(S(=O)(=O)C=1C=C2C(=NC1)N=CS2)[C@@H](C(F)(F)F)C2=CC=C(C=C2)F (R)-N-ethyl-N-(2,2,2-trifluoro-1-(4-fluorophenyl)ethyl)thiazolo[4,5-b]pyridine-6-sulfonamide